C(C1=CC=CC=C1)N1CC(CCC1)(C1=CC(=CC(=C1)C)C)CO (1-benzyl-3-(3,5-xylyl)tetrahydropyridin-3-yl)methanol